ClC1=C(C=C(C=C1)F)C1NC(C2=C1C(=CC1=C(N(N=C21)C)CC(F)F)NC(=O)NC2=C(C=CC=C2)N(C)C)=O 1-(6-(2-chloro-5-fluorophenyl)-3-(2,2-difluoroethyl)-2-methyl-8-oxo-2,6,7,8-tetrahydropyrrolo[3,4-g]indazol-5-yl)-3-(2-(dimethylamino)phenyl)urea